(prop-1-en-2-yl)-1',2',3',4'-tetrahydro-[1,1'-biphenyl]-3-carbonitrile C=C(C)C1=C(C=CC=C1C#N)C1CCCC=C1